N1C=C(C=2C1=NC=CC2)CC(=O)O 2-(1H-pyrrolo[2,3-b]pyridin-3-yl)acetic acid